2-[(2R)-4-[2-(dimethylamino)-4-fluorobenzoyl]-2-ethylpiperazin-1-yl]-N-[2-(dimethylamino)ethyl]-5-(2-ethoxypyridin-3-yl)benzamide CN(C1=C(C(=O)N2C[C@H](N(CC2)C2=C(C(=O)NCCN(C)C)C=C(C=C2)C=2C(=NC=CC2)OCC)CC)C=CC(=C1)F)C